FC1([C@]2(C[C@@H]([C@H]([C@@](C1)(N2)C)OC)N(C2=CN=C(N=N2)C=2C=C1C=CN=CC1=CC2O)C)C)F 6-(6-(((1R,2R,3S,5R)-6,6-difluoro-2-methoxy-1,5-dimethyl-8-azabicyclo[3.2.1]octan-3-yl)(methyl)amino)-1,2,4-triazin-3-yl)isoquinolin-7-ol